(βR)-β-cyclopentyl-4-(7-(hydroxymethyl)-7H-pyrrolo[2,3-d]pyrimidin-4-yl)-1H-pyrazole-1-propanenitrile C1(CCCC1)[C@@H](CC#N)N1N=CC(=C1)C=1C2=C(N=CN1)N(C=C2)CO